3-(3-chloro-N-methyl-4-(2-(2-methylthieno[2,3-d]pyrimidin-4-yl)cyclopropyl)benzamido)-9-azabicyclo[4.2.1]nonane-9-carboxylate ClC=1C=C(C(=O)N(C)C2CC3CCC(CC2)N3C(=O)[O-])C=CC1C1C(C1)C=1C3=C(N=C(N1)C)SC=C3